7-(6-(bis(4-methoxybenzyl)amino)-4-methyl-3-(trifluoromethyl)pyridin-2-yl)-6-chloro-5-(2-(2-(2-oxopyridin-1(2H)-yl)ethylamino)ethoxy)quinazolin-4(3H)-one COC1=CC=C(CN(C2=CC(=C(C(=N2)C2=C(C(=C3C(NC=NC3=C2)=O)OCCNCCN2C(C=CC=C2)=O)Cl)C(F)(F)F)C)CC2=CC=C(C=C2)OC)C=C1